2,5-dinitro-4-tert-butyltoluene [N+](=O)([O-])C1=C(C)C=C(C(=C1)C(C)(C)C)[N+](=O)[O-]